N1(N=CC=C1)C1=C(CNC2=C3N=CN(C3=NC(=N2)N2CCC(CC2)C(=O)N(C)C)C(C)C)C=CC=C1 1-(6-((2-(1H-pyrazol-1-yl)benzyl)amino)-9-isopropyl-9H-purin-2-yl)-N,N-dimethylpiperidine-4-carboxamide